(ADAMANTAN-1-YL)-2-((6-CYCLOPROPYL-2-(METHYLTHIO)PYRIMIDIN-4-YL)OXY)ACETAMIDE C12(CC3CC(CC(C1)C3)C2)C(C(=O)N)OC2=NC(=NC(=C2)C2CC2)SC